O1C(=CC=C1)CC(=O)N 2-(furan-2-yl)acetamide